((R)-2-((tert-butoxycarbonyl)amino)-4-phenylbutyryl)-L-histidine C(C)(C)(C)OC(=O)N[C@@H](C(=O)N[C@@H](CC1=CNC=N1)C(=O)O)CCC1=CC=CC=C1